(1s,4s)-4-((5-(imidazo[1,2-a]pyrimidin-6-yl)pyrrolo[2,1-f][1,2,4]triazin-2-yl)amino)-1-methylcyclohexane-1-ol N=1C=CN2C1N=CC(=C2)C=2C=CN1N=C(N=CC12)NC1CCC(CC1)(O)C